tert-butyl N-[(1S)-2-[(6-bromo-3-pyridyl)amino]-1-cyclohexyl-2-oxo-ethyl]carbamate BrC1=CC=C(C=N1)NC([C@H](C1CCCCC1)NC(OC(C)(C)C)=O)=O